5-bromo-3-[(E)-2-(4,4-difluorocyclohexyl)vinyl]2-methoxypyridine BrC=1C=C(C(=NC1)OC)\C=C\C1CCC(CC1)(F)F